ClC1=CC=C(OC2=CC=C(C=C2)C=2N=C(SC2CCC)C2CCN(CC2)CCCCC2=CNC3=CC=C(C=C23)C#N)C=C1 3-(4-(4-(4-(4-(4-chlorophenoxy)phenyl)-5-propylthiazol-2-yl)piperidin-1-yl)butyl)-1H-indole-5-carbonitrile